((2R,3S,7aS)-2,7a-bis(hydroxymethyl)hexahydro-1H-pyrrolizin-3-yl)methyl 4-methylbenzenesulfonate CC1=CC=C(C=C1)S(=O)(=O)OC[C@@H]1[C@@H](C[C@@]2(CCCN12)CO)CO